C(#N)C1=CC=C(C=C1)NC(=O)N[C@@H]1C(NC[C@H]1C1=C(C=C(C=C1F)OC)F)=O |o1:12,16| (-)-1-(4-cyano-phenyl)-3-[(3S*,4R*)-4-(2,6-difluoro-4-methoxy-phenyl)-2-oxopyrrolidin-3-yl]urea